C(C)(=O)N1CC2=C(CC1)SC(=C2)C(=O)N2CC1N(C(C2)C1)C(\C=C\CN(C)C)=O (e)-1-(3-(5-acetyl-4,5,6,7-tetrahydrothieno[3,2-c]pyridine-2-carbonyl)-3,6-diazabicyclo[3.1.1]heptan-6-yl)-4-(dimethylamino)but-2-en-1-one